3-benzyloxybenzyl azide C(C1=CC=CC=C1)OC=1C=C(CN=[N+]=[N-])C=CC1